COC(OCCOC(=O)ONC(CC[C@@H](C)[C@H]1CC[C@H]2[C@@H]3CC[C@@H]4CCCC[C@]4(C)[C@H]3CC[C@]12C)=N)(OC)OC beta-trimethoxymethyl-oxy-N-[(ethoxycarbonyl)oxy]-5beta-cholan-24-amidine